2-methyl-4-(1-imidazolyl)butyric acid CC(C(=O)O)CCN1C=NC=C1